2-[2-(3,3-difluoropyrrolidin-1-yl)-4-(2-fluorophenyl)-3-pyridyl]-1H-imidazo[4,5-c]pyridine FC1(CN(CC1)C1=NC=CC(=C1C=1NC2=C(C=NC=C2)N1)C1=C(C=CC=C1)F)F